The molecule is a 20-carbon, methyl-branched hydroxy fatty acid and intermediate in phytanic acid degradation; accumulates in patients with peroxisimal disorders. It is a (2S)-2-hydroxy monocarboxylic acid, a long-chain fatty acid, an isoprenoid and a 2-hydroxy fatty acid. It derives from a hexadecanoic acid and a hexadecanoate. It is a conjugate acid of a (2S)-2-hydroxyphytanate. CC(C)CCCC(C)CCCC(C)CCCC(C)[C@@H](C(=O)O)O